C(=O)C=1C=C2C=NN(C2=CC1)C(=O)OC(C)(C)C tert-Butyl 5-formyl-1H-indazole-1-carboxylate